C[C@H]1N(CCOC1)C1=NC2=C(N=CC=C2C(=C1)C=1C=NN(C1)C)C1=CC=NN1 2-[(3R)-3-methylmorpholin-4-yl]-4-(1-methyl-1H-pyrazol-4-yl)-8-(1H-pyrazol-5-yl)-1,7-naphthyridine